[4-(1-[5-(difluoromethyl)(1,3,4-thiadiazol-2-yl)]-6-{[(cyanocyclopropyl)amino]sulfonyl}(1H-indazol-4-yl))piperazinyl]-N,N-dimethyl-carboxamide FC(C1=NN=C(S1)N1N=CC2=C(C=C(C=C12)S(=O)(=O)NC1(CC1)C#N)N1CCN(CC1)C(=O)N(C)C)F